O=C1NC(CCC1N1C(C2=CC=CC(=C2C1=O)C#CCCCCCN1CCN(CC1)C1CCN(CC1)C1=NC=C(C(=O)N2CCC(CC2)CCCCNC(\C=C\C=2C=NC=CC2)=O)C=C1)=O)=O (E)-N-(4-(1-(6-(4-(4-(7-(2-(2,6-dioxopiperidin-3-yl)-1,3-dioxoIsoindoline-4-yl)hept-6-yn-1-yl)piperazin-1-yl)piperidin-1-yl)nicotinoyl)piperidin-4-yl)butyl)-3-(Pyridin-3-yl)acrylamide